1-azidomethylpyrene N(=[N+]=[N-])CC1=CC=C2C=CC3=CC=CC4=CC=C1C2=C34